N,N'-bis-(β-hydroxyethyl)N,N'-bis-(4-aminophenyl)tetramethylenediamine OCCN(CCCCN(C1=CC=C(C=C1)N)CCO)C1=CC=C(C=C1)N